[N+](=O)([O-])C1=CC=C(C=C1)NC1=CC=C(C=C1)[N+](=O)[O-] bis(4-nitrophenyl)amine